(E)-2,4-dimethoxy-6-(4-phenylbuten-1-yl)benzoic acid methyl ester COC(C1=C(C=C(C=C1\C=C\CCC1=CC=CC=C1)OC)OC)=O